C1(CC1)C1=CC=CC(=N1)C1=C(C=CC(=C1)C1=NN=C(N1)C)C(=O)N1CCC(CC1)(F)F [2-(6-cyclopropyl-2-pyridyl)-4-(5-methyl-4H-1,2,4-triazol-3-yl)phenyl]-(4,4-difluoro-1-piperidyl)methanone